BrC1=C(N[C@H](C)C=2C=C(C=C3C(C(=C(OC23)SCC)C)=O)C)C=CC=C1 8-[(1R)-1-(2-Bromoanilino)ethyl]-2-ethylsulfanyl-3,6-dimethyl-chromen-4-one